(3-(5-methylnicotinamido)phenyl)ethyl methanesulfonate CS(=O)(=O)OCCC1=CC(=CC=C1)NC(C1=CN=CC(=C1)C)=O